FC1=CC=C(C=C1)CCN[C@H](C)CCC (R)-1-(4-fluorophenyl)-2-((pentan-2-yl)amino)ethan